C(C)(=O)NC1=CC=C2C(=N1)C(=CN2)C=2CC1CCCCN1CC2 5-(acetyl)amino-3-(1,4,5,6,7,8,9-heptahydroquinolizin-2-yl)pyrrolo[3,2-b]pyridine